benzyl (2S)-4-(1,3-dioxan-2-yl)pyrrolidine-2-carboxylate O1C(OCCC1)C1C[C@H](NC1)C(=O)OCC1=CC=CC=C1